COC(=O)[C@H]1N([C@H]2C[C@]2(C1)C)C(=O)OC(C)(C)C (1S,3S,5S)-5-methyl-2-azabicyclo[3.1.0]hexane-2,3-dicarboxylic acid 2-tert-butyl 3-methyl ester